ClCC(COC1=CC=C(C=C1)C(C)(C)C1=CC=C(C=C1)OCC(CN1N=NC=C1CO)O)O 1-chloro-3-(4-(2-(4-(2-hydroxy-3-(5-(hydroxymethyl)-1H-1,2,3-triazol-1-yl)propoxy)phenyl)propan-2-yl)phenoxy)propan-2-ol